4-(5-bromopyridin-2-yl)morpholine BrC=1C=CC(=NC1)N1CCOCC1